N1(CCCC1)CCCNC(=S)OC(C(=O)OCCCCCCCCCCCCCCC)C(=O)OCCCCCCCCCCCCCCC dipentadecyl 2-(((3-(pyrrolidin-1-yl)propyl)carbamothioyl)oxy)malonate